F[C@@H]1[C@H](CNCC1)NC1=CN=CC(=N1)C1=CN=C2N1C=C(C=C2)C(C)(C)O 2-(3-(6-(((3S,4S)-4-fluoropiperidin-3-yl)amino)pyrazin-2-yl)imidazo[1,2-a]pyridin-6-yl)propan-2-ol